5-Chlorospiro[2.4]hept-4-ene-4-carbaldehyde ClC1=C(C2(CC2)CC1)C=O